CC1=CC(=CC=2N1N=CN2)B2OC(C(O2)(C)C)(C)C 5-Methyl-7-(4,4,5,5-tetramethyl-1,3,2-dioxaborolan-2-yl)-[1,2,4]triazolo[1,5-a]pyridine